CC=1C(=NOC1C)C1=C(C(=CC=C1)C1=C(C=CC=C1)COC)S(=O)(=O)N (4,5-dimethylisoxazol-3-yl)-2'-(methoxymethyl)-[1,1'-biphenyl]-2-sulfonamide